(2S)-2-[(tert-butoxycarbonyl)amino]-3-(3,4-difluorophenyl)propanoic acid C(C)(C)(C)OC(=O)N[C@H](C(=O)O)CC1=CC(=C(C=C1)F)F